2-[4-bromo-2-(trifluoromethyl)phenyl]acetonitrile BrC1=CC(=C(C=C1)CC#N)C(F)(F)F